C(=O)(O)C1=C(C=C(C=C1)C1=CC(=C(C=C1)F)F)NC(=O)C1=CC=CC(=C1)Cl 4-({4-carboxy-3',4'-difluoro-[1,1'-biphenyl]-3-yl}carbamoyl)-6-chlorobenzene